benzyl 2-methyl-1-((4-nitrophenyl)sulfonyl)-1,5-diazaspiro[2.5]octane-5-carboxylate CC1N(C12CN(CCC2)C(=O)OCC2=CC=CC=C2)S(=O)(=O)C2=CC=C(C=C2)[N+](=O)[O-]